FC(C=1C=C(C=C(C1)C(F)(F)F)[B-](C1=CC(=CC(=C1)C(F)(F)F)C(F)(F)F)(C1=CC(=CC(=C1)C(F)(F)F)C(F)(F)F)C1=CC(=CC(=C1)C(F)(F)F)C(F)(F)F)(F)F.C(CCCCCCC)OC1=CC=C(C=C1)[S+](C1=CC=CC=C1)C1=CC=CC=C1 (4-Octyloxyphenyl)-diphenylsulfonium tetrakis-(3,5-bis-trifluoromethyl-phenyl)-borat